ClP(C1=CC=CC=C1)Cl Dichloro(phenyl)phosphane